ClC1(C(C(=CC=C1NC)C1=CC=C(N)C=C1)C)Cl 3,3-dichloro-dimethyl-benzidine